ClC1=CC(=C(COC2=NC=CC=C2C2=CC(=C(CC3=NC4=C(N3C[C@H]3OCC3)C=C(C=C4)C(=O)OC)C=C2F)F)C=C1)F methyl (S)-2-(4-(2-((4-chloro-2-fluorobenzyl)oxy)pyridin-3-yl)-2,5-difluorobenzyl)-1-(oxetan-2-ylmethyl)-1H-benzo[d]imidazole-6-carboxylate